L-2,4,6-tri(4-carboxyl-phenoxy)-1,3,5-triazine C(=O)(O)C1=CC=C(OC2=NC(=NC(=N2)OC2=CC=C(C=C2)C(=O)O)OC2=CC=C(C=C2)C(=O)O)C=C1